6'-bromo-7'-(methyl-d3)-3',4'-dihydro-1'H-spiro[pyrrolidine-3,2'-[1,8]naphthyridine]-1-carboxylic acid tert-butyl ester C(C)(C)(C)OC(=O)N1CC2(NC3=NC(=C(C=C3CC2)Br)C([2H])([2H])[2H])CC1